C(C)(C)(C)OC(NCCCNS(=O)(=O)C)=O N-(3-methanesulfonylaminopropyl)carbamic acid tert-butyl ester